METHYL (4-BORONOBENZOYLAMINO)ACETATE B(O)(O)C1=CC=C(C(=O)NCC(=O)OC)C=C1